3-((2-(Ditetradecylamino)ethyl)(dodecyl)amino)propan-1-ol C(CCCCCCCCCCCCC)N(CCN(CCCO)CCCCCCCCCCCC)CCCCCCCCCCCCCC